(R)-1-((5-fluoro-2-(2-methoxy-7-methylquinoxalin-5-yl)benzo[d]thiazol-6-yl)oxy)propan-2-yl (6-(morpholine-4-carbonyl)pyridin-3-yl)carbamate N1(CCOCC1)C(=O)C1=CC=C(C=N1)NC(O[C@@H](COC1=CC2=C(N=C(S2)C2=C3N=CC(=NC3=CC(=C2)C)OC)C=C1F)C)=O